3-chloro-N-((5-chloro-4-(((ethyl(methyl)amino)methylen)amino)-2-methylphenyl)(isobutyl)(oxo)-λ6-sulfaneyliden)-4-fluorobenzamid ClC=1C=C(C(=O)N=S(=O)(CC(C)C)C2=C(C=C(C(=C2)Cl)N=CN(C)CC)C)C=CC1F